N[C@@H](C(=O)O[C@@H]1[C@H](O[C@]([C@@H]1O)(C1=CC=C2C(=NC=NN21)NC([C@@H](CC)C)=O)C#N)COC(CC2CCC2)=O)C(C)(C)C (2R,3S,4R,5R)-5-cyano-2-((2-cyclobutylacetoxy)methyl)-4-hydroxy-5-(4-((R)-2-methylbutanamido)pyrrolo[2,1-f][1,2,4]triazin-7-yl)tetrahydrofuran-3-yl (R)-2-amino-3,3-dimethylbutanoate